C[C@H]1[C@@H](O1)C(=O)OCC Ethyl trans-3-methyl-2-oxiranecarboxylate